O1C=C(C=C1)C1=CC2=C(C(C3=C(N(S2(=O)=O)C)C=CC=C3)NCCCCCCC(=O)O)C=C1 7-((3-(furan-3-yl)-6-methyl-5,5-dioxido-6,11-dihydrodibenzo[c,f][1,2]thiazepin-11-yl)amino)heptanoic acid